N-10-(β-D-glucopyranos-1-yl)decyl-maleimide O[C@]1([C@H](O)[C@@H](O)[C@H](O)[C@H](O1)CO)CCCCCCCCCCN1C(C=CC1=O)=O